BrC=1C(=NC(=NC1)NC1=C(C=C(C(=C1)CC)N1CCC(CC1)N1CCNCC1)OC)NC=1C(=C2N=CC=NC2=CC1)NS(=O)(=O)C N-(6-((5-bromo-2-((5-ethyl-2-methoxy-4-(4-(piperazin-1-yl)piperidin-1-yl)phenyl)amino)pyrimidin-4-yl)amino)quinoxalin-5-yl)methanesulfonamide